ClC=1C(N(C=C(N1)C)C)=O 3-chloro-1,5-dimethylpyrazin-2(1H)-one